1-(2,5-difluorophenyl)-3-[1-(3,5-difluorophenyl)-5-oxopyrrolidin-3-yl]urea FC1=C(C=C(C=C1)F)NC(=O)NC1CN(C(C1)=O)C1=CC(=CC(=C1)F)F